C(C)(C)(C)C=1C=C(C=C(C1O)C(C)(C)C)C(C(=O)OC)C Methyl (3,5-di-tert-butyl-4-hydroxyphenyl)propionate